Magnesium fluorid [F-].[Mg+2].[F-]